(4,4'-bis(5-hexylthiophene-2-yl)-2,2'-bipyridyl) ruthenium [Ru].C(CCCCC)C1=CC=C(S1)C1=CC(=NC=C1)C1=NC=CC(=C1)C=1SC(=CC1)CCCCCC